CO[C@H]([C@H](C=O)O)[C@H](O)[C@H](O)CO 3-O-methyl-D-glucose